ethoxymethyleneoxirane C(C)OC=C1OC1